5-((3-fluorophenyl)amino)-3-(1H-indol-4-yl)pyridin-2(1H)-one FC=1C=C(C=CC1)NC=1C=C(C(NC1)=O)C1=C2C=CNC2=CC=C1